((3S,7aS)-3-(((1,1,1,3,3,3-hexafluoro-2-(trifluoromethyl)propan-2-yl)oxy)methyl)tetrahydro-1H-pyrrolizin-7a(5H)-yl)methanol FC(C(C(F)(F)F)(C(F)(F)F)OC[C@@H]1CC[C@@]2(CCCN12)CO)(F)F